1-(2-isopropoxyethyl)-2-thioxo-1,2,3,5-tetrahydro-4H-pyrrolo[3,2-d]pyrimidin-4-one C(C)(C)OCCN1C(NC(C2=C1C=CN2)=O)=S